C1CC12C(CCCC2)C2=NC(=NO2)[C@@H]2CC21CCN(CC1)S(=O)(=O)N (1R)-1-[5-(spiro[2.5]oct-4-yl)-1,2,4-oxadiazol-3-yl]-6-azaspiro[2.5]octane-6-sulfonamide